5-(5-Cyclopropyl-6-methoxy-pyridazin-3-yl)-1H-pyrimidine-2,4-dione C1(CC1)C=1C=C(N=NC1OC)C=1C(NC(NC1)=O)=O